ethyl 8-(2,3-dichlorophenyl)-4-(dimethylamino)-7-fluoroquinoline-3-carboxylate ClC1=C(C=CC=C1Cl)C=1C(=CC=C2C(=C(C=NC12)C(=O)OCC)N(C)C)F